COCC1=NN(C(=C1)C(=O)O)C(F)(F)F 3-(methoxymethyl)-1-(trifluoromethyl)-1H-pyrazole-5-carboxylic acid